2-azabicyclo[3.3.1]nonane C12NCCC(CCC1)C2